FC(C1=CC=C(C=C1)NC1=C(C=CC=C1)C1=NN=C(O1)C(CO)(CO)O)(F)F 2-(5-(2-((4-(trifluoromethyl)phenyl)amino)phenyl)-1,3,4-oxadiazol-2-yl)propane-1,2,3-triol